6-(4-(2-oxo-2H-chromen-3-carbonyl)piperazin-1-yl)-2-(pyridin-4-yl)-1H-benzo[de]isoquinoline-1,3(2H)-dione O=C1OC2=CC=CC=C2C=C1C(=O)N1CCN(CC1)C=1C=CC=2C(N(C(C3=CC=CC1C23)=O)C2=CC=NC=C2)=O